(S)-6-(4-((4-(1H-pyrazol-4-yl)phenyl)amino)pyrimidin-2-yl)-N-(1-amino-propan-2-yl)-1H-indole-2-carboxamide N1N=CC(=C1)C1=CC=C(C=C1)NC1=NC(=NC=C1)C1=CC=C2C=C(NC2=C1)C(=O)N[C@H](CN)C